3-[[(2R,5R)-5-[[bis(4-methoxyphenyl)-phenyl-methoxy]methyl]-2-(2,4-dioxopyrimidin-1-yl)-4-(2-hexadecoxyethoxy)tetrahydrofuran-3-yl]oxy-(diisopropylamino)phosphanyl]oxypropanenitrile COC1=CC=C(C=C1)C(OC[C@@H]1C(C([C@@H](O1)N1C(NC(C=C1)=O)=O)OP(OCCC#N)N(C(C)C)C(C)C)OCCOCCCCCCCCCCCCCCCC)(C1=CC=CC=C1)C1=CC=C(C=C1)OC